FC1=C(C=CC(=C1)C1C(COC2=CC(=CC=C12)O)C=1C=C(C=CC1)C)N1CCC(CC1)CN(CC#CC=1C=C2CN(C(C2=CC1)=O)C1C(NC(CC1)=O)=O)C 3-(5-(3-(((1-(2-Fluoro-4-(7-hydroxy-3-(m-tolyl)chroman-4-yl)phenyl)piperidin-4-yl)methyl)(methyl)amino)prop-1-yn-1-yl)-1-oxoisoindolin-2-yl)piperidin-2,6-dion